1H-indazole-1-carboxylate hydrochloride Cl.N1(N=CC2=CC=CC=C12)C(=O)O